O=C1NC2=C(O[C@@]13CN(CC3)C#N)N=CC=C2 (S)-2-Oxo-1,2-dihydrospiro[pyrido[2,3-b][1,4]oxazine-3,3'-pyrrolidine]-1'-carbonitrile